FC1=C(C=CC(=C1)[N+](=O)[O-])C1=C(N=CO1)C 5-(2-fluoro-4-nitrophenyl)-4-methyloxazole